S1C=CC2=C1CC(CC2)N 4,5,6,7-tetrahydrobenzothiophen-6-amine